N-(3-(1H-pyrazol-1-yl)benzyl)-4-(chloromethyl)-N-(3-methoxybenzyl)thiazol-2-amine N1(N=CC=C1)C=1C=C(CN(C=2SC=C(N2)CCl)CC2=CC(=CC=C2)OC)C=CC1